C1(CC1)CN(C1=CC(N(C=2C=CC(=NC12)C#N)C)=O)C1=CC(=C(C=C1)OC(F)F)F 8-((cyclopropylmethyl)(4-(difluoromethoxy)-3-fluorophenyl)amino)-5-methyl-6-oxo-5,6-dihydro-1,5-naphthyridine-2-carbonitrile